2-chloro-N-((1-(1-(4-chlorophenoxy)cyclopropane-1-carbonyl)piperidin-4-yl)methyl)acetamide ClCC(=O)NCC1CCN(CC1)C(=O)C1(CC1)OC1=CC=C(C=C1)Cl